FC=1C=C(C=C(C1)F)[C@@H]1CCN2N1C(C1(C2)CCN(CC1)C1=CC=C(C=C1)F)=O (S)-7'-(3,5-difluorophenyl)-1-(4-fluorophenyl)dihydro-1'H,3'H,5'H-spiro[piperidine-4,2'-pyrazolo[1,2-a]pyrazol]-1'-one